2-cyclohexyl-N5-isopropyl-3-(3-methyl-1,2,4-oxadiazol-5-yl)pyridine-2,5-diamine C1(CCCCC1)C1(NC=C(C=C1C1=NC(=NO1)C)NC(C)C)N